C1(CC1)C(=O)NC=1N=C2N(N=C(C=C2)C=2C=C(C(=NC2)C)N2OCC[C@H]2C2=CC=CC=C2)C1 (S)-N-(5-(2-(cyclopropanecarboxamido)imidazo[1,2-b]pyridazin-6-yl)-2-methylpyridin-3-yl)-3-phenylisoxazolidine